C(C1=CC=CC=C1)NC1=C(C=CC=C1)CC 2-(2-(benzylamino)phenyl)ethane